CC1=C(C=NC(=C1)C(F)(F)F)N1N=C2N=C(NC(C2=C1)=O)N1CCOCC1 2-(4-methyl-6-(trifluoromethyl)pyridin-3-yl)-6-morpholino-2,5-dihydro-4H-pyrazolo[3,4-d]pyrimidin-4-one